FC=1C=CC(=NC1OC)C1=NN(C=C1C1=C2C(=NC(=C1)C)NN=C2)C 4-(3-(5-fluoro-6-methoxypyridin-2-yl)-1-methyl-1H-pyrazol-4-yl)-6-methyl-1H-pyrazolo[3,4-b]pyridine